2-(2-hydroxy-4-methoxyphenyl)-4,6-diphenyl-1,3,5-triazine OC1=C(C=CC(=C1)OC)C1=NC(=NC(=N1)C1=CC=CC=C1)C1=CC=CC=C1